N-(8,1'-dihydroxy-[1,2']binaphthyl-4'-yl)-4-methoxybenzenesulfonamide OC=1C=CC=C2C=CC=C(C12)C1=C(C2=CC=CC=C2C(=C1)NS(=O)(=O)C1=CC=C(C=C1)OC)O